(5R)-5-(4,4-diethyl-2-imino-6-oxo-hexahydropyrimidin-1-yl)-N-[(1R,2R)-2-hydroxyindan-1-yl]-2,3,4,5-tetrahydro-1-benzoxepine-7-carboxamide C(C)C1(NC(N(C(C1)=O)[C@@H]1CCCOC2=C1C=C(C=C2)C(=O)N[C@H]2[C@@H](CC1=CC=CC=C21)O)=N)CC